2-(4-(4-((3-chlorobenzyl)amino)-6-(3,5-dimethylisoxazol-4-yl)quinazolin-2-yl)-1H-pyrazol-1-yl)-2-methylpropan-1-ol ClC=1C=C(CNC2=NC(=NC3=CC=C(C=C23)C=2C(=NOC2C)C)C=2C=NN(C2)C(CO)(C)C)C=CC1